BrC1=CC=2N=C(NC(C2S1)=O)C1N(CCCCC1)C(=O)OC(C)(C)C tert-Butyl 2-(6-bromo-4-oxo-3,4-dihydrothieno[3,2-d]pyrimidin-2-yl)azepane-1-carboxylate